[4-[5-[1-(2,6-dioxo-3-piperidyl)-3-methyl-2-oxo-benzimidazol-5-yl]pentylcarbamoyl]phenyl]carbamate O=C1NC(CCC1N1C(N(C2=C1C=CC(=C2)CCCCCNC(=O)C2=CC=C(C=C2)NC([O-])=O)C)=O)=O